OC1(CC(C1)C(=O)N1CC2(C1)CCC(CC2)OC2=NC(=C(C=C2)C)OC)C ((1s,3s)-3-Hydroxy-3-methylcyclobutyl)(7-((6-methoxy-5-methylpyridin-2-yl)oxy)-2-azaspiro[3.5]nonan-2-yl)methanon